2-[((1S,2R,5S)-2-isopropyl-5-methylcyclohexyl)oxy]acetic acid C(C)(C)[C@@H]1[C@H](C[C@H](CC1)C)OCC(=O)O